ClC=1C=C(C(=O)NC2=C(C=C(C(=C2)C=2C=NC(=NC2)N2CCOCC2)F)N2C[C@H](N([C@H](C2)C)C)C)C=C(C1F)Cl |r| 3,5-dichloro-4-fluoro-N-[4-fluoro-5-(2-morpholin-4-ylpyrimidin-5-yl)-2-[rac-(3R,5S)-3,4,5-trimethylpiperazin-1-yl]phenyl]benzamide